(S)-3-hydroxy-4-methoxy-N-(1-(3-(4-methoxyphenyl)-1,2,4-oxadiazol-5-yl)ethyl)picolinamide OC=1C(=NC=CC1OC)C(=O)N[C@@H](C)C1=NC(=NO1)C1=CC=C(C=C1)OC